[IH2+].C1(=CC=CC=C1)SC1=CC=CC=C1 phenyl sulfide, iodonium salt